ethyl 3-(2-bromo-4-fluorophenyl)-2,2-difluoro-3-hydroxypropanoate BrC1=C(C=CC(=C1)F)C(C(C(=O)OCC)(F)F)O